NC1=CC=C(C(=N1)N1CCC(CC1)(F)F)C(C)=O 1-(6-amino-2-(4,4-difluoropiperidin-1-yl)pyridin-3-yl)ethanone